C(#C)C=1C(=NN2C1NC(=C(C2=O)C2=CC=C(C=C2)OC)C)C2=CC=CC=C2 3-ethynyl-6-(4-methoxyphenyl)-5-methyl-2-phenylpyrazolo[1,5-a]pyrimidin-7(4H)-one